FC(S(=O)(=O)[O-])(F)F.FC(S(=O)(=O)[O-])(F)F.[Li+].[Li+] lithium bistrifluoromethane-sulfonate